FC1(CN(C1)CC=1C(=NON1)C(=O)N)F 4-((3,3-difluoroazetidin-1-yl)methyl)-1,2,5-oxadiazole-3-carboxamide